p-[(4,6-dichloro-1,3,5-triazin-2-yl)amino]benzenesulfonic acid, sodium salt [Na+].ClC1=NC(=NC(=N1)Cl)NC1=CC=C(C=C1)S(=O)(=O)[O-]